3-Cyano-N-(1-(1-(difluoromethyl)-1H-pyrazol-4-yl)-1H-indazol-6-yl)-6-fluoro-2-(prop-1-en-2-yl)benzamide C(#N)C=1C(=C(C(=O)NC2=CC=C3C=NN(C3=C2)C=2C=NN(C2)C(F)F)C(=CC1)F)C(=C)C